N-(2-methylbenzylidene)(4-cyanocyclohexyl)amine CC1=C(C=NC2CCC(CC2)C#N)C=CC=C1